ClC=1C=C(C=C(C1F)Cl)C1(CC(=NO1)C1=CC(=C(C(=O)O)C=C1)C)C(F)(F)F 4-(5-(3,5-dichloro-4-Fluorophenyl)-5-(trifluoromethyl)-4,5-dihydroisoxazol-3-yl)-2-methylbenzoic acid